C12C3C4C5C6=CC=CC=C6CC5C(C3C(C=C1)C2)C4 hexacyclo[13.2.1.13,13.02,14.04,12.05,10]nonadec-5,7,9,16-tetraene